FC=1C=C2C(C=C(N(C2=C(C1)F)C)CO)=O 6,8-difluoro-2-(hydroxymethyl)-1-methylquinolin-4(1H)-one